CO[C@H]1[C@H](CNCC1)NC(OC(C)(C)C)=O tert-butyl N-[(3S,4R)-4-methoxy-3-piperidyl]carbamate